4-isocyanato-2-methoxy-1,2,3,5,6,7-hexahydro-s-indacene N(=C=O)C1=C2CC(CC2=CC=2CCCC12)OC